4-(2-(6-(3-methoxyphenyl)-1,1-dioxido-1,2,6-thiadiazinan-2-yl)acetamido)adamantane-1-carboxamide COC=1C=C(C=CC1)N1CCCN(S1(=O)=O)CC(=O)NC1C2CC3(CC(CC1C3)C2)C(=O)N